C(C)(C)(C)OC(NCC1=C(C=C(C=C1)C1=NC=NN2C1=CC(=C2)CCCC=O)F)=O.N2(CCCCCC2)CCCOC2=CC=C(C=C2)S(=O)(=O)NCCCC2=CNC1=CC=C(C=C21)Cl 4-(3-(azepan-1-yl)propoxy)-N-(3-(5-chloro-1H-indol-3-yl)propyl)benzenesulfonamide tert-butyl-N-[[2-fluoro-4-[6-(4-oxobutyl)pyrrolo[2,1-f][1,2,4]triazin-4-yl]phenyl]methyl]carbamate